CCCCC(C(C)C)C1=CC=C(C=C1)C 1-(1,5-dimethyl-4-hexyl)-4-methylbenzene